C(C)(C)(C)OC(=O)N1C(CC2(CC1)CCNCC2)C(=O)C2=NC(=NC=C2)NC2=CC=CC=C2 2-(2-(phenylamino)pyrimidine-4-carbonyl)-3,9-diazaspiro[5.5]undecane-3-carboxylic acid tert-butyl ester